FC(C(NC1=CC=C(C=C1)C=1N(C2=NC=NC(=C2C1)N1C2COCC1CC2)COCC[Si](C)(C)C)C2CCN(CC2)C(=O)OC(C)(C)C)(F)F tert-butyl 4-(2,2,2-trifluoro-1-{p-[4-(3-oxa-8-azabicyclo[3.2.1]oct-8-yl)-1-{[2-(trimethylsilyl)ethoxy]methyl}-1H-1,5,7-triazainden-2-yl]phenylamino}ethyl)-1-piperidinecarboxylate